C(C)(=O)O.[N+](=O)([O-])C1=CC=C2C=3C=CC(=CC3C(C2=C1)(CC=C)CC=C)C(=NO)C1=C(C=CC=C1)C 1-(7-nitro-9,9-diallylfluoren-2-yl)-1-(2-methylphenyl)methanone-oxime acetate